OC1=CC=C(C=C1)NC 4-hydroxyphenyl-methylamine